N1-((1R,2R)-2-amino-1,2-diphenylethyl)-N3-(2-methyl-4-methoxyphenyl)malonamide N[C@@H]([C@@H](C1=CC=CC=C1)NC(CC(=O)NC1=C(C=C(C=C1)OC)C)=O)C1=CC=CC=C1